N-(2-cyclopropyl-4-iodo-5-methylphenyl)-N-{1-methyl-4H,6H,7H-pyrano[4,3-c]pyrazol-3-yl}but-2-ynamide C1(CC1)C1=C(C=C(C(=C1)I)C)N(C(C#CC)=O)C=1C2=C(N(N1)C)CCOC2